(S)-6-((4-(3-Aminopiperidin-1-yl)-5-(1-(2,2,2-trifluoroethyl)-1H-pyrazol-4-yl)pyridin-2-yl)amino)-1-(2,2-difluoroethyl)-1H-pyrazolo[3,4-b]pyridine-3-carbonitrile N[C@@H]1CN(CCC1)C1=CC(=NC=C1C=1C=NN(C1)CC(F)(F)F)NC1=CC=C2C(=N1)N(N=C2C#N)CC(F)F